FC(C(=O)O)(F)F.CN1C(N(C2=C1C=C(C=C2)N2CCC(CC2)CN2CCC(CC2)CC2CCNCC2)C2C(NC(CC2)=O)=O)=O 3-[3-methyl-2-oxo-5-[4-[[4-(4-piperidylmethyl)-1-piperidyl]methyl]-1-piperidyl]benzimidazol-1-yl]piperidine-2,6-dione trifluoroacetate